CC1(OB(OC1(C)C)C=1C=C(OCCS(=O)(=O)N)C=CC1)C 2-(3-(4,4,5,5-tetramethyl-1,3,2-dioxaborolan-2-yl)phenoxy)ethanesulfonamide